C1(=CC=CC=C1)N1N=CC(=C1C(F)(F)F)C(=O)NN=CC=1OC=CC1 1-phenyl-5-trifluoromethyl-N'-(1-(2-furyl)methylene)-1H-pyrazole-4-formhydrazide